N=1C(=CN2C1C=NC=C2)C(=O)O imidazolo[1,2-A]pyrazine-2-carboxylic acid